C(C)(C)(C)OC(=O)N1CC(CC1)C=1NC(C2=CC=CC=C2C1F)=O 3-(4-fluoro-1-oxo-1,2-dihydroisoquinolin-3-yl)pyrrolidine-1-carboxylic acid tert-butyl ester